ClC=1C=C2C=NN(C2=CC1CC(CC#C)(O)C)C1OCCCC1 (5-chloro-1-tetrahydropyran-2-yl-indazol-6-yl)-2-methyl-pent-4-yn-2-ol